N-(5,6-Dichloro-9-(1H-pyrazol-4-yl)-2,3-dihydro-1H-pyrrolo[1,2-a]indol-1-yl)propionamide ClC1=C(C=CC=2C(=C3N(C12)CCC3NC(CC)=O)C=3C=NNC3)Cl